3-[5-benzyloxy-1-(4-fluoro-3-methyl-phenyl)-2-isopropyl-indol-3-yl]-2-methoxy-2-methyl-propionic acid C(C1=CC=CC=C1)OC=1C=C2C(=C(N(C2=CC1)C1=CC(=C(C=C1)F)C)C(C)C)CC(C(=O)O)(C)OC